4-(3-(benzyloxy)cyclobutoxy)-2-chloro-6-(3-methoxytetrahydrofuran-3-yl)pyridine C(C1=CC=CC=C1)OC1CC(C1)OC1=CC(=NC(=C1)C1(COCC1)OC)Cl